3-((5-(5-(difluoromethyl)-1,3,4-oxadiazole-2-yl)pyridine-2-yl)methyl)-5-fluoro-6-(6-(piperazine-1-yl)pyridine-3-yl)benzo[d]oxazole-2(3H)-one FC(C1=NN=C(O1)C=1C=CC(=NC1)CN1C(OC2=C1C=C(C(=C2)C=2C=NC(=CC2)N2CCNCC2)F)=O)F